N-(6-amino-5-ethylpyridin-3-yl)-2-((5S)-5-methyl-2-(2-(3-methyl-3-azabicyclo[3.2.0]heptan-6-yl)benzo[d]thiazol-5-yl)piperidin-1-yl)-2-oxoacetamide NC1=C(C=C(C=N1)NC(C(=O)N1C(CC[C@@H](C1)C)C=1C=CC2=C(N=C(S2)C2C3CN(CC3C2)C)C1)=O)CC